3-(4-cyclopropyl-6-methylpyrimidin-5-yl)-1-methyl-5-(5-(1-methyl-4-(trifluoromethyl)-1H-imidazol-2-yl)pyridin-2-yl)-4,5,6,7-tetrahydro-1H-pyrazolo[4,3-c]pyridine C1(CC1)C1=NC=NC(=C1C1=NN(C2=C1CN(CC2)C2=NC=C(C=C2)C=2N(C=C(N2)C(F)(F)F)C)C)C